C(C)(C)C1=CC=C(C=C1)[C@]1([C@](OC(C1)=O)(C#N)C1=CC=C(C=C1)OC)C (2s,3s)-3-(4-isopropylphenyl)-2-(4-methoxyphenyl)-3-methyl-5-oxotetrahydrofuran-2-carbonitrile